ClC=1C(=CC(=C(C1)NC1=NC=NC2=CC(=C(C=C12)NC(\C=C\[C@@H]1NCCC1)=O)OC)OC)OC1=CC(=CC=C1)F (R,E)-N-(4-((5-chloro-4-(3-fluorophenoxy)-2-methoxyphenyl)amino)-7-methoxy-quinazolin-6-yl)-3-(pyrrolidin-2-yl)acrylamide